2-(3-chloro-4-(2-fluoro-4-hydroxy-3-isopropylbenzyl)-5-methylphenoxy)acetic acid ethyl ester C(C)OC(COC1=CC(=C(C(=C1)C)CC1=C(C(=C(C=C1)O)C(C)C)F)Cl)=O